6-chloro-3-((4'-methyl-2'H,4'H-spiro[cyclobutane-1,3'-pyrido[3,2-b][1,4]oxazin]-8'-yl)thio)pyrazin-2-amine ClC1=CN=C(C(=N1)N)SC1=CC=NC2=C1OCC1(N2C)CCC1